ClC=1C=CC(=NC1)O[C@@H]1C[C@@H]2CN([C@H]1CC2)C(=O)C2=C(C=C(C=C2)F)C2=NC=CC=N2 ((1S,4R,6R)-6-((5-chloropyridin-2-yl)oxy)-2-azabicyclo[2.2.2]oct-2-yl)(4-fluoro-2-(pyrimidin-2-yl)phenyl)methanone